tri(2,6-diphenyl-phenoxy)aluminium C1(=CC=CC=C1)C1=C(O[Al](OC2=C(C=CC=C2C2=CC=CC=C2)C2=CC=CC=C2)OC2=C(C=CC=C2C2=CC=CC=C2)C2=CC=CC=C2)C(=CC=C1)C1=CC=CC=C1